C(C)(C)(C)C=1C=C(N(N1)C1=C(C=CC=C1)OC)N N-[5-tert-butyl-2-(2-methoxyphenyl)pyrazol-3-yl]amine